2-chloro-4-isothiocyanato-1-(trifluoromethoxy)benzene 5-((1E,6E)-7-(3-hydroxy-4-methoxyphenyl)-3,5-dioxohepta-1,6-dien-1-yl)-2-methoxyphenylbutyrate OC=1C=C(C=CC1OC)/C=C/C(CC(/C=C/C=1C=CC(=C(C1)OC(CCC)=O)OC)=O)=O.ClC1=C(C=CC(=C1)N=C=S)OC(F)(F)F